CN1CC(C1)[NH2+]CC[C@@H](NC(=O)C1=CC=2C(=NC=3CC[C@@H](CC3C2)C(C)(C)C)S1)C1=CC=C(C=C1)C1=CNC(C=C1)=O (1-methylazetidin-3-yl)-[(3R)-3-[4-(6-oxo-1H-pyridin-3-yl)phenyl]-3-[[(6S)-6-tert-butyl-5,6,7,8-tetrahydrothieno[2,3-b]quinoline-2-carbonyl]amino]propyl]ammonium